NC([C@H](CCC(=O)OC(C)(C)C)N1C(C2=CC=C(C=C2C1)O[C@@H]1[C@H](CCCC1)NC(=O)OC(C)(C)C)=O)=O tert-butyl (S)-5-amino-4-(5-(((1S,2S)-2-((tert-butoxycarbonyl)amino)cyclohexyl)oxy)-1-oxoisoindolin-2-yl)-5-oxopentanoate